4-bromo-2-((3-methylpiperidin-1-yl)methyl)-1-tosyl-1,6-dihydro-7H-pyrrolo[2,3-c]pyridine-7-one BrC=1C2=C(C(NC1)=O)N(C(=C2)CN2CC(CCC2)C)S(=O)(=O)C2=CC=C(C)C=C2